2,4-difluoro-N-{2-(methoxy)-5-[4-(4-pyrazinyl)-6-quinolinyl]-3-pyridinyl}benzenesulfonamide FC1=C(C=CC(=C1)F)S(=O)(=O)NC=1C(=NC=C(C1)C=1C=C2C(=CC=NC2=CC1)N1CC=NC=C1)OC